4-methyl-1-oxo-1-((1-oxo-3-(2-oxopyrrolidin-3-yl)propan-2-yl)amino)pentan CC(CCC(NC(C=O)CC1C(NCC1)=O)=O)C